F.CC=1C=C(N)C=C(C1)C 3,5-dimethylaniline hydrogen fluoride